C1=CC=CC=2C(C3=CC=CC=C3C3(C12)C1=CC=CC=C1NC=1C=CC=CC13)=O 10'H-spiro[acridin-9,9'-anthracen]-10'-one